3-(4-amino-2-((3-fluoropyridin-2-yl)methyl)-7-(pyrimidin-4-yl)-2H-[1,2,3]triazolo[4,5-c]pyridin-6-yl)benzonitrile NC1=NC(=C(C=2C1=NN(N2)CC2=NC=CC=C2F)C2=NC=NC=C2)C=2C=C(C#N)C=CC2